NCCN1N=C2N(C=C(C=C2)C2=C(C=CC=C2)NC2=CC=C(C=C2)C(F)(F)F)C1=O 2-(2-Aminoethyl)-6-(2-((4-(trifluoromethyl)phenyl)amino)phenyl)-[1,2,4]triazolo[4,3-a]pyridin-3(2H)-one